3-((5-((4-(4-amino-3-(4-phenoxyphenyl)-1H-pyrazolo[3,4-d]pyrimidin-1-yl)piperidin-1-yl)methyl)pyrimidin-4-yl)amino)piperidine-2,6-dione NC1=C2C(=NC=N1)N(N=C2C2=CC=C(C=C2)OC2=CC=CC=C2)C2CCN(CC2)CC=2C(=NC=NC2)NC2C(NC(CC2)=O)=O